tert-butyl-3-(7-chloro-8-fluoro-2-((hexahydro-1H-pyrrolizin-7a-yl) methoxy)-1,6-naphthyridin-4-yl)-3,8-diazabicyclo[3.2.1]octane-8-carboxylate C(C)(C)(C)OC(=O)N1C2CN(CC1CC2)C2=CC(=NC1=C(C(=NC=C21)Cl)F)OCC21CCCN1CCC2